citronellonitrile C(CC(C)CCC=C(C)C)#N